C(CC)C(C(=O)OCOC(=O)OCCCN(CC)CC)CCCCCCC=CCC=CCCCCC ((((3-(diethylamino) propoxy) carbonyl) oxy) methyl) propyloctadeca-9,12-dienoate